6-chloro-4-[4-[2-fluoro-4-(trifluoromethoxy)anilino]-3-methyl-1-piperidyl]-1-methyl-2-oxo-1,5-naphthyridine-3-carbonitrile ClC=1N=C2C(=C(C(N(C2=CC1)C)=O)C#N)N1CC(C(CC1)NC1=C(C=C(C=C1)OC(F)(F)F)F)C